tiglate C(\C(\C)=C\C)(=O)[O-]